FC(OC1=CC=C(C(=N1)C)[N+](=O)[O-])F 6-(difluoromethoxy)-2-methyl-3-nitropyridine